C(C)(C)(C)NC1CN(CC1)C=1N=NC(=CN1)C1=NC=C(C=C1O)C=1C=NN(C1)C([2H])([2H])[2H] 2-{3-[3-(tert-butylamino)pyrrolidin-1-yl]-1,2,4-triazin-6-yl}-5-[1-(2H3)methyl-1H-pyrazol-4-yl]pyridin-3-ol